4-Bromo-2-[(4,4-difluoro-3-methyl-1-piperidinyl)methyl]-7-methoxy-1-(p-tolylsulfonyl)pyrrolo[2,3-c]pyridine BrC1=C2C(=C(N=C1)OC)N(C(=C2)CN2CC(C(CC2)(F)F)C)S(=O)(=O)C2=CC=C(C=C2)C